C(C1=CC=CC=C1)[C@@H]1N(CCCC[C@H]1OC)C1=CC(=CC(N1)=O)N1CCOCC1 |o1:7,13| 6-((2S*,3R*)-2-benzyl-3-methoxyazepan-1-yl)-4-morpholinopyridin-2(1H)-one